2-chloro-5-{1-[2-chloro-4-(1,1,1,2,3,3,3-heptafluoropropan-2-yl)-6-(trifluoromethoxy)phenyl]-1H-pyrazol-4-yl}-N-(1-cyanocyclopropyl)benzamide ClC1=C(C(=O)NC2(CC2)C#N)C=C(C=C1)C=1C=NN(C1)C1=C(C=C(C=C1OC(F)(F)F)C(C(F)(F)F)(C(F)(F)F)F)Cl